C1(CC1)C1=C(C(=NO1)C1=C(C=CC=C1Cl)Cl)CCN1C2CN(CC1CC2)C2=CC=C1C(=CN(C1=C2)C)C(=O)O 6-(8-(2-(5-cyclopropyl-3-(2,6-dichlorophenyl)isoxazol-4-yl)ethyl)-3,8-diazabicyclo[3.2.1]oct-3-yl)-1-methyl-1H-indole-3-carboxylic acid